N-Boc-3-pyridinyl-L-alanine C(=O)(OC(C)(C)C)N[C@@H](CC1=NC=CC=C1)C(=O)O